7-(4-fluorobenzyl)-3-(2-methylbenzyl)-2,3,6,7,8,9-hexahydroimidazo[1,2-a]pyrido[3,4-e]pyrimidin-5(1H)-one FC1=CC=C(CN2CC=3C(N=C4N(C3CC2)CCN4CC4=C(C=CC=C4)C)=O)C=C1